BrC1=NC(=CC=C1)C=1C=NN(C1)[C@H](C)C1=CC=C(C=C1)F |r| racemic-2-bromo-6-(1-(1-(4-fluorophenyl)ethyl)-1H-pyrazol-4-yl)pyridine